ClC=1C=C(C=NC1N1CCNCC1)C1=NOC(=N1)CCN 2-[3-(5-chloro-6-piperazin-1-yl-3-pyridyl)-1,2,4-oxadiazol-5-yl]ethanamine